C1(CCC1)CC(C(=O)OCCCCC(CN(CC(CCCCOC(C(CCCCCCCC)CC1CCC1)=O)(C)C)CCCCO)(C)C)CCCCCCCC ((4-hydroxybutyl)azanediyl)bis(5,5-dimethylhexane-6,1-diyl) bis(2-(cyclobutylmethyl)decanoate)